C1(=CC=CC=C1)N(C1=CC=C(C=C1)C1=CC=C(C=C1)N(C1=CC=CC=C1)C1=CC=CC=C1)C1=CC=C(C=C1)C1=CC=C(C=C1)N(C1=CC=CC=C1)C1=CC=C(C=C1)C1=CC=C(C=C1)N(C1=CC=CC=C1)C1=CC=CC=C1 4,4'-bis[N-phenyl-N-[4'-diphenylamino-1,1'-biphenyl-4-yl]amino]-1,1'-biphenyl